1-(2-formyl-6-(morpholine-4-carbonyl)quinolin-4-yl)piperidine-4-carbonitrile C(=O)C1=NC2=CC=C(C=C2C(=C1)N1CCC(CC1)C#N)C(=O)N1CCOCC1